diphenyl-cyclobutene C1(=CC=CC=C1)C1=C(CC1)C1=CC=CC=C1